BrC1COC=CC1=O 3-bromo-2H-pyran-4(3H)-one